1-(1-((1H-indol-3-yl)methyl)-6,7-dimethoxy-3,4-di-hydroisoquinoline-2(1H)-yl)-2-methoxyethane-1-one N1C=C(C2=CC=CC=C12)CC1N(CCC2=CC(=C(C=C12)OC)OC)C(COC)=O